C1(=CC=CC=C1)N1N=C(CC1=O)C1=CC=C(C=C1)C 2-phenyl-5-(p-tolyl)-2,4-dihydro-3H-pyrazol-3-one